6-chloro-7-((2-hydroxyethyl)amino)-1-methyl-4-(6-((1-(trifluoromethyl)cyclopropyl)ethynyl)-2,3-dihydrobenzo[e][1,4]oxazepin-1(5H)-yl)quinazolin-2(1H)-one ClC=1C=C2C(=NC(N(C2=CC1NCCO)C)=O)N1CCOCC2=C1C=CC=C2C#CC2(CC2)C(F)(F)F